Thio-pyrophosphat [O-]P([O-])(=S)OP(=O)([O-])[O-]